2-(1-(3-Chloro-4-methylphenyl)-3-azabicyclo[3.1.0]hexane-3-carbonyl)-7-oxa-5-azaspiro[3.4]octan-6-one ClC=1C=C(C=CC1C)C12CN(CC2C1)C(=O)C1CC2(C1)NC(OC2)=O